Cl.N[C@@H](C)C=1C(NC2=NC=C(C=C2C1)Cl)=O (S)-3-(1-aminoethyl)-6-chloro-1,8-naphthyridin-2(1H)-one hydrochloride